C[C@@]12S[P@@](O[C@@H]1C[C@@H](CC2)C(=C)C)(OC2=CC=C(C=C2)[N+](=O)[O-])=S (2S,3aS,6R,7aR)-3a-methyl-2-(4-nitrophenoxy)-6-(prop-1-en-2-yl)hexahydrobenzo[d][1,3,2]oxathiaphosphole 2-sulfide